3-(3-(2-Hydroxy-2-methylpropyl)phenyl)propanal OC(CC=1C=C(C=CC1)CCC=O)(C)C